FC(C1=CC=C(C(=N1)CC)S(=O)(=O)Cl)F 6-(difluoromethyl)-2-ethyl-pyridine-3-sulfonyl chloride